NC1=C(C=C(C=C1)OC)SCC(C(=O)O)(CC)CC 2-(((2-amino-5-methoxyphenyl)thio)methyl)-2-ethylbutyric acid